4-[5-(2-methoxy-ethoxy)-benzoimidazol-1-yl]-aniline COCCOC1=CC2=C(N(C=N2)C2=CC=C(N)C=C2)C=C1